FC1=CC(=C(C(=O)NC2=C(C=C(C(=C2)C=2C=NC(=NC2)N2C[C@H](O[C@H](C2)C)C)F)N2C[C@H](N(CC2)C)C)C=C1)C(F)(F)F 4-fluoro-N-[4-fluoro-5-[2-[(2R,6S)-2,6-dimethylmorpholin-4-yl]pyrimidin-5-yl]-2-[(3R)-3,4-dimethylpiperazin-1-yl]phenyl]-2-(trifluoromethyl)benzamide